C1(=CC=CC=C1)C(C(=O)OC1N(CCCC1)C)C1=CC=CC=C1 diphenylacetoxy-N-methyl-piperidine